4-(3-(4-(trifluoromethyl)phenyl)piperidin-1-yl)aniline FC(C1=CC=C(C=C1)C1CN(CCC1)C1=CC=C(N)C=C1)(F)F